((6-(2,2,2-trifluoroethoxy)pyrimidin-4-yl)methyl)carbamic acid tert-butyl ester C(C)(C)(C)OC(NCC1=NC=NC(=C1)OCC(F)(F)F)=O